S1C=C(C=C1)C1=C(C#N)C=CC=N1 2-(thiophen-3-yl)nicotinonitril